3-(((4-chloro-2-fluoro-6-nitrophenyl)amino)methyl)benzoic acid methyl ester COC(C1=CC(=CC=C1)CNC1=C(C=C(C=C1[N+](=O)[O-])Cl)F)=O